2,4,6-trimethyl-3-(3-(3-methyloxiran-2-yl)propoxy)benzaldehyde CC1=C(C=O)C(=CC(=C1OCCCC1OC1C)C)C